1-[4-(chloromethyl)phenyl]-1H-pyrazole ClCC1=CC=C(C=C1)N1N=CC=C1